C(C)(C)(C)OC(=O)N(C(OC(C)(C)C)=O)C1=NC(=C(C(=N1)Cl)C)C1=C(C=CC=C1C)C=O tert-Butyl N-tert-butoxycarbonyl-N-[4-chloro-6-(2-formyl-6-methyl-phenyl)-5-methyl-pyrimidin-2-yl]carbamate